N(=[N+]=[N-])CC1=CC=CC(=N1)N1CCC(CC1)(O)C 1-(6-(azidomethyl)pyridin-2-yl)-4-methylpiperidin-4-ol